tert-butyl (2-(2-(5-(3-((2-(2,6-dioxopiperidin-3-yl)-4-hydroxy-1-oxoisoindolin-5-yl)methyl) ureido)naphthalen-1-yl)ethoxy)ethyl)carbamate O=C1NC(CCC1N1C(C2=CC=C(C(=C2C1)O)CNC(NC1=C2C=CC=C(C2=CC=C1)CCOCCNC(OC(C)(C)C)=O)=O)=O)=O